{1-[(5R,8aS)-1-(1-methanesulfonyl-1-methyl-ethyl)-5-methyl-5,6,8a,9-tetrahydro-8H-7,10-dioxa-2,4,4b-triazaphenanthren-3-yl]-1H-benzimidazol-2-yl}-methylamine CS(=O)(=O)C(C)(C)C1=NC(=NC=2N3[C@@H](COC[C@H]3COC12)C)N1C(=NC2=C1C=CC=C2)NC